COC(CC1CCN(CC1)C=1C=CC=C2C(=NN(C12)C)N1C(N(C(CC1)=O)CC1=CC=C(C=C1)OC)=O)OC 1-[7-[4-(2,2-dimethoxyethyl)-1-piperidinyl]-1-methyl-indazol-3-yl]-3-[(4-methoxyphenyl)methyl]hexahydropyrimidine-2,4-dione